C(C=C)C12C3(C=CC(C1C(NC2=O)=O)C3)CCCC32C1(C(C(C=C3)C2)C(NC1=O)=O)CC=C trimethylene-bis(allylbicyclo[2.2.1]hept-5-ene-2,3-dicarboximide)